5,7-dimethoxy-2-(3,4,5-trimethoxyphenyl)-4H-chromen-4-one COC1=C2C(C=C(OC2=CC(=C1)OC)C1=CC(=C(C(=C1)OC)OC)OC)=O